CC(C(=O)NCNC(CS(=O)(=O)O)=O)=C 2-[[[(2-methyl-1-oxo-2-propen-1-yl)amino]methyl]amino]-2-oxo-Ethanesulfonic acid